C(C)OCCN1C(N(CC1)CCOCC)=O 1,3-di-(2-ethoxyethyl)-2-imidazolidone